ClC1=C(C(=O)NCC2=NOC(C2)C(=O)OCC)C=C(C=C1)Cl ethyl 3-[[(2,5-dichlorobenzoyl)amino]methyl]-4,5-dihydroisoxazole-5-carboxylate